C1=CC=CC=2C3=CC=CC=C3C(C12)COC(=O)NC[C@@H]1C[C@H](C1)C(=O)O trans-3-(((((9H-fluoren-9-yl)methoxy)carbonyl)amino)methyl)cyclobutanecarboxylic acid